neopentyl glycol bisborate B(O)(O)OCC(C)(COB(O)O)C